butyl(3,5-di-t-butyl-4-hydroxybenzyl) malonate C(CC(=O)[O-])(=O)OC(C1=CC(=C(C(=C1)C(C)(C)C)O)C(C)(C)C)CCCC